The molecule is the simplest member of the class of neoflavones that is coumarin substituted by a phenyl group at position 4. C1=CC=C(C=C1)C2=CC(=O)OC3=CC=CC=C32